[Si](C1=CC=CC=C1)(C1=CC=CC=C1)(C(C)(C)C)OCC12CC(C1)(C2)C#N 3-[[tert-butyl(diphenyl)silyl]oxymethyl]bicyclo[1.1.1]pentane-1-carbonitrile